oct-4-enoic acid C(CCC=CCCC)(=O)O